FC(CO)(CN1[C@@H](C=2NC3=CC=CC=C3C2C[C@H]1C)C1=CN=C(S1)O[C@H]1CN([C@H](C1)C)CCCF)F 2,2-Difluoro-3-((1S,3R)-1-(2-(((3R,5S)-1-(3-fluoropropyl)-5-methylpyrrolidin-3-yl)oxy)thiazol-5-yl)-3-methyl-1,3,4,9-tetrahydro-2H-pyrido[3,4-b]indol-2-yl)propan-1-ol